6-(4-fluorophenyl)-8-methoxy-N-(1-(6-methoxypyridin-3-yl)ethyl)quinazolin-4-amine FC1=CC=C(C=C1)C=1C=C2C(=NC=NC2=C(C1)OC)NC(C)C=1C=NC(=CC1)OC